N-((3-methoxyanilino)ethyl)benzoxazolone COC=1C=C(NCCN2C(OC3=C2C=CC=C3)=O)C=CC1